C(=O)(O)/C(/C=C(/C(=O)[O-])\O)=C\C(=O)[O-] 4-Carboxy-2-hydroxymuconate